C[N-]CCCCCCCCCCCCCCCC N-methylhexadecylamide